N-(3,5-bis-formylamino-phenyl)-carboxamide C(=O)NC=1C=C(C=C(C1)NC=O)NC=O